ClC=1C(=NC(=NC1)N[C@H]1[C@H](COCC1)O)C=1C=C2C(=C(C=NC2=C(C1)F)CN1[C@@H](COC[C@@H]1C)C)C(C)C (3R,4R)-4-((5-chloro-4-(3-(((3R,5S)-3,5-dimethylmorpholino)methyl)-8-fluoro-4-isopropylquinolin-6-yl)pyrimidin-2-yl)amino)tetrahydro-2H-pyran-3-ol